rac-4'-chloro-N-{[4-(5-methyl-1,3-thiazol-4-yl)-2,5-dioxoimidazolidin-4-yl]methyl}[biphenyl]-2-carboxamide ClC1=CC=C(C=C1)C=1C(=CC=CC1)C(=O)NC[C@@]1(NC(NC1=O)=O)C=1N=CSC1C |r|